COC(=O)C=1C(=CC=2N(C1)C=C(N2)C(C)(C)C)OC2COC1(CC1)C2 7-((4-oxaspiro[2.4]hept-6-yl)oxy)-2-(tert-butyl)imidazo[1,2-a]pyridine-6-carboxylic acid methyl ester